N(CC(=O)[O-])CC(=O)[O-].[Na+].[N+](=O)([O-])C1=C(C=CC=C1)CC.[Na+] 1-(2-nitrophenyl)ethane sodium Iminodiacetate